trans-4-((4-(2-Cyclopropyloxazol-4-yl) pyridine-2-yl)((trans-4-(4-methoxy-3-methylphenyl)cyclohexyl)methyl) carbamoyl)cyclohexyl methylcarbamate CNC(O[C@@H]1CC[C@H](CC1)C(N(C[C@@H]1CC[C@H](CC1)C1=CC(=C(C=C1)OC)C)C1=NC=CC(=C1)C=1N=C(OC1)C1CC1)=O)=O